tert-butyl (E)-4-((3,4-difluorophenyl)amino)-4-(4-ethoxy-4-oxobut-2-en-1-yl)piperidine-1-carboxylate Ethyl-acrylate C(C)OC(C=C)=O.FC=1C=C(C=CC1F)NC1(CCN(CC1)C(=O)OC(C)(C)C)C\C=C\C(=O)OCC